[(E)-2-(4-Methoxyphenyl)ethen-1-yl]benzene-1,3-diol COC1=CC=C(C=C1)/C=C/C1=C(C=CC=C1O)O